C(C)(=O)N[C@@H](C(=O)NCC1=CC=CC=C1)CO (R)-2-acetamido-3-hydroxy-N-benzyl-propionamide